ClC1=CC=C(C=C1)CN1N(C2=C(CNCC2)C1=O)C 2-[(4-chlorophenyl)methyl]-1-methyl-4,5,6,7-tetrahydropyrazolo[4,3-c]pyridin-3-one